N2-Isopropyl-4-methyl-N5-((R)-2-(((S)-11-oxo-2,3,10,11-tetrahydro-1H,5H-benzo[d]pyrazolo[1,2-a][1,2]diazepin-10-yl)carbamoyl)butyl)thiazol-2,5-dicarboxamid C(C)(C)NC(=O)C=1SC(=C(N1)C)C(=O)NC[C@@H](CC)C(N[C@H]1C2=C(CN3N(C1=O)CCC3)C=CC=C2)=O